[Si](C)(C)(C(C)(C)C)OC1(OC2=CC=CC(=C2C(C1)=O)O)C1=CC=C(C=C1)OCC(C)C (t-butyldimethylsilyl)oxy-5-hydroxy-2-(4-isobutoxyphenyl)chroman-4-one